N-(7-chloro-6-(4-(4-hydroxy-3-methyltetrahydrofuran-3-yl)piperazin-1-yl)isoquinolin-3-yl)-7-oxaspiro[3.5]nonane-1-carboxamide ClC1=C(C=C2C=C(N=CC2=C1)NC(=O)C1CCC12CCOCC2)N2CCN(CC2)C2(COCC2O)C